C(C)(C)(C)OC(=O)NC1=CC(=C(C=N1)N1C=C(C(C2=CC(=C(N=C12)N1CC=2C=NC=CC2C1)Cl)=O)C(=O)O)C 1-(6-((tert-butoxy-carbonyl)amino)-4-methylpyridin-3-yl)-6-chloro-7-(1,3-dihydro-2H-pyrrolo[3,4-c]pyridin-2-yl)-4-oxo-1,4-dihydro-1,8-naphthyridine-3-carboxylic acid